C1(=CC=CC=C1)N1CCC(CC1)CN (1-phenylpiperidin-4-yl)methylamine